3-Ethoxy-5-{6-[2-(8-methyl-quinolin-7-yl)-ethylamino]-pyrimidin-4-yl}-thiophene C(C)OC1=CSC(=C1)C1=NC=NC(=C1)NCCC1=CC=C2C=CC=NC2=C1C